2-(methyl(4-(2-(methyl-d3)phenyl)-2-oxo-2H-pyrano[2,3-b]pyridin-7-yl)amino)acetamide CN(CC(=O)N)C1=CC=C2C(=N1)OC(C=C2C2=C(C=CC=C2)C([2H])([2H])[2H])=O